(S)-4-[4-(2-acetamido-1-methylethyl)phenylamino]-7-methoxy-6-(3-chloropropoxy)quinazoline C(C)(=O)NC[C@@H](C)C1=CC=C(C=C1)NC1=NC=NC2=CC(=C(C=C12)OCCCCl)OC